7-oxo-5,6,7,8-tetrahydronaphthalene-2-carbonitrile O=C1CCC=2C=CC(=CC2C1)C#N